NC=1N(C(=CC1)C1=CC=C(C=C1)C(F)(F)F)C 2-amino-1-methyl-5-(4-(trifluoromethyl)phenyl)-1H-pyrrole